tert-Butyl 4-(3-((1-(4-fluorobenzoyl)-4-hydroxypiperidin-4-yl)methyl)-4-oxo-3,4-dihydro-7H-pyrrolo[2,3-d]pyrimidin-7-yl)piperidine-1-carboxylate FC1=CC=C(C(=O)N2CCC(CC2)(O)CN2C=NC3=C(C2=O)C=CN3C3CCN(CC3)C(=O)OC(C)(C)C)C=C1